ClC1=CC=C(C=C1)C=1C(N(C=C2C1N=C(N=C2)NCC(F)(F)F)C2=CC1=CN(N=C1C=C2)CC(C)(C)O)=O 8-(4-chlorophenyl)-6-(2-(2-hydroxy-2-methylpropyl)-2H-indazol-5-yl)-2-(2,2,2-trifluoroethylamino)pyrido[4,3-d]pyrimidin-7(6H)-one